[C@@H]1([C@H](O)[C@H](O)[C@H](O1)CO)N1C=C(CC=C1)C(=O)N (l)-1,4-dihydro-1-β-D-ribofuranosyl-3-pyridinecarboxamide